C(CCC)C1=NC=2C(=C(N=NC2N)N2CCCC2)N1CC1=CC=C(C=C1)OC 2-butyl-1-(4-methoxybenzyl)-7-(pyrrolidin-1-yl)-1H-imidazo[4,5-d]pyridazin-4-amine